N1[C@H](CN[C@H](CN[C@H](CN[C@H](C1)[C@H](C)O)[C@H](C)O)[C@H](C)O)[C@H](C)O (1S,1'S,1''S,1'''S)-1,1',1'',1'''-((2R,5R,8R,11R)-1,4,7,10-tetraazacyclododecane-2,5,8,11-tetrayl)tetraethanol